5-[6,8-dimethylimidazo[1,2-a]pyrazin-2-yl]-2H-phthalazin-1-one CC=1N=C(C=2N(C1)C=C(N2)C2=C1C=NNC(C1=CC=C2)=O)C